C(C)(C)(C)OC(NC12CC(C1)(C2)C)=O 3-methylbicyclo[1.1.1]Pentane-1-ylcarbamic acid tert-butyl ester